(7R)-3-[(3-chloro-2-methoxyphenyl)amino]-7-(2,2-difluoroethyl)-2-(3-fluoropyridin-4-yl)-1h,5h,6h,7h-pyrrolo[3,2-c]pyridin-4-one ClC=1C(=C(C=CC1)NC1=C(NC2=C1C(NC[C@H]2CC(F)F)=O)C2=C(C=NC=C2)F)OC